ClC1=C(C=CC=C1)C1=C(COC(C1)(C)C)C(=O)OC methyl 4-(2-chlorophenyl)-6,6-dimethyl-5,6-dihydro-2H-pyran-3-carboxylate